methyl-thioacetone CCC(C)=S